methanesulfonimidate CS(=O)([O-])=N